[Br-].C(C)[N+](C)(C)CCOCCOC N-ethyl-N-[2-(2-methoxyethoxy)ethyl]-N,N-dimethyl-ammonium bromide